NC1=NC(=CC(=N1)C=1C(=C(C#N)C=CC1)C)C=1N=NN(C1)CC1=CNC2=CC=C(C=C12)OC 3-(2-amino-6-(1-((5-methoxy-1H-indol-3-yl)methyl)-1H-1,2,3-triazol-4-yl)pyrimidin-4-yl)2-methylbenzonitrile